1,1-dimethyl-2-[2-((indan-2-yl)(3-methylphenyl)amino)ethyl]piperidinium iodide [I-].C[N+]1(C(CCCC1)CCN(C1=CC(=CC=C1)C)C1CC2=CC=CC=C2C1)C